ClC=1C(=NC=C(C1)C(C)(C)O)CNC(=O)[C@H]1CCN(C2(CC2)C1)C(=O)C1=NNC(=C1)C1=CC(=NC=C1F)OC (S)-N-((3-chloro-5-(2-hydroxy-prop-2-yl)pyridin-2-yl)methyl)-4-(5-(5-fluoro-2-methoxypyridin-4-yl)-1H-pyrazole-3-carbonyl)-4-azaspiro[2.5]octane-7-carboxamide